FC1=CC(=C(C=C1)C=1C=C2C(=NC1)NC(N2CC(CC)O)=O)C 6-(4-fluoro-2-methyl-phenyl)-1-(2-hydroxybutyl)-3H-imidazo[4,5-b]pyridin-2-one